3,5-bis[(1E)-2-phenylethenyl]-1H-pyrazole C1(=CC=CC=C1)/C=C/C1=NNC(=C1)\C=C\C1=CC=CC=C1